(3S,6R)-9'-(2-chloro-4-phenoxybenzoyl)-6-(hydroxymethyl)-4',5,6,7'-tetrahydro-2h,4h-spiro[pyran-3,2'-pyrrolo[3',2':5,6]pyrido[3,4-b]pyrazin]-3'(1'h)-one ClC1=C(C(=O)C2=CNC3=C2C2=C(NC([C@@]4(N2)CO[C@H](CC4)CO)=O)C=N3)C=CC(=C1)OC1=CC=CC=C1